OCC[C@@H](NC(=O)C1=CC2=CC=3C[C@H](CCC3N=C2C=C1)C1(CC1)C)C=1C=C(C(=O)OCC)C=CC1 ethyl 3-((R)-3-hydroxy-1-((S)-7-(1-methylcyclopropyl)-5,6,7,8-tetrahydroacridine-2-carboxamido)propyl)benzoate